OC(=O)C(F)(F)F.C1NCC12COC(OC2)CCN(C2=CC=C(N=N2)C#N)CC2=CC(=C(C=C2)OC)F 6-((2-(6,8-dioxa-2-azaspiro[3.5]nonan-7-yl)ethyl)(3-fluoro-4-methoxybenzyl)amino)pyridazine-3-carbonitrile TFA Salt